1-di-(methoxyethyl)amino-3-phenylbut-3-ene COCCN(CCC(=C)C1=CC=CC=C1)CCOC